(3S)-3-(2-isopropoxyphenyl)-1-[(5-methoxypyridin-2-yl)methyl]piperazine C(C)(C)OC1=C(C=CC=C1)[C@H]1CN(CCN1)CC1=NC=C(C=C1)OC